C[C@]1(OC1)C(CCCC)=O (R)-(2-methyloxirane-2-yl)pentan-1-one